NC=1C=C(C(=O)[O-])C=C(C1)O 3-AMINO-5-HYDROXYBENZOATE